(R)-tert-butyl 4-(bis(4-fluorophenyl) methyl)-3-methylpiperazine-1-carboxylate FC1=CC=C(C=C1)C(N1[C@@H](CN(CC1)C(=O)OC(C)(C)C)C)C1=CC=C(C=C1)F